3-cyanocyclopropan-3-yl sulfide C(#N)C1(CC1)SC1(CC1)C#N